C(C)(=O)OI(C1=CC=CC=C1)OC(C)=O [acetoxy (phenyl)-iodanyl] acetate